NC1=NC=NC=C1C(=O)O 4-AMINOPYRIMIDINE-5-CARBOXYLIC ACID